bis-[3-(methanesulfonyloxy)-4-ethyl-phenyl]urea CS(=O)(=O)OC=1C=C(C=CC1CC)NC(NC1=CC(=C(C=C1)CC)OS(=O)(=O)C)=O